tert-Butyl-4-(5-((2-((2-(dimethylamino)-1H-benzo[d]imidazol-6-yl)amino)-5-fluoropyrimidin-4-yl)Amino)pyridin-3-yl)piperazine-1-carboxylate C(C)(C)(C)OC(=O)N1CCN(CC1)C=1C=NC=C(C1)NC1=NC(=NC=C1F)NC=1C=CC2=C(NC(=N2)N(C)C)C1